3-(3-chloro-4-fluorophenyl)-5-(2-(3-cyclopropyl-3-fluoroazetidin-1-yl)-2-oxoethyl)thieno[3,2-c]pyridin-4(5H)-one ClC=1C=C(C=CC1F)C1=CSC2=C1C(N(C=C2)CC(=O)N2CC(C2)(F)C2CC2)=O